N=1C=NN2C1C=CC(=C2)C2=CNC1=NC=C(C=C12)C(=O)NC1CCN(CC1)C 3-([1,2,4]triazolo[1,5-a]pyridin-6-yl)-N-(1-methylpiperidin-4-yl)-1H-pyrrolo[2,3-b]pyridine-5-carboxamide